(2R,4S)-4-ethyl-N-((S,E)-4-(methylsulfonyl)but-3-en-2-yl)-2-phenylpiperidine-1-carboxamide C(C)[C@@H]1C[C@@H](N(CC1)C(=O)N[C@@H](C)\C=C\S(=O)(=O)C)C1=CC=CC=C1